[2-(2,6-dioxopiperidin-3-yl)-3-oxo-2,3-dihydro-1H-isoindol-5-yl]methyl N-[2-fluoro-5-(trifluoromethoxy)phenyl]carbamate FC1=C(C=C(C=C1)OC(F)(F)F)NC(OCC=1C=C2C(N(CC2=CC1)C1C(NC(CC1)=O)=O)=O)=O